ethyl (2,4-difluorophenyl) disulfide FC1=C(C=CC(=C1)F)SSCC